2-(5-(Chloromethyl)-1,2,4-oxadiazol-3-yl)-N-(2-methoxyphenyl)acetamide ClCC1=NC(=NO1)CC(=O)NC1=C(C=CC=C1)OC